4-(9-phenyl-9H-carbazol-3-yl)benzaldehyde C1(=CC=CC=C1)N1C2=CC=CC=C2C=2C=C(C=CC12)C1=CC=C(C=O)C=C1